C(C=C)(=O)NC(CS(=O)(=O)[O-])(C)C 2-acrylamido-2-methyl-propansulfonat